ClC=1C=C2C3=C(NC2=CC1F)C(N(CC3)C3=NC=CC=N3)CC(C)C 6-chloro-7-fluoro-1-(2-methylpropyl)-2-(pyrimidin-2-yl)-2,3,4,9-tetrahydro-1H-pyrido[3,4-b]indole